2,3,9,10,11,12-hexahydro-10-(hydroxymethyl)-10-hydroxymethyl-9,12-epoxy-1H-diindolo[1,2,3-fg:3',2',1'-kl]pyrrolo[3,4-i][1,6]benzodiazocin-1-one OCC1(CC2N3C=4C=5N(C1O2)C2=CC=CC=C2C5C5=C(C4C=4C=CC=CC43)C(NC5)=O)CO